ClC1=C(C=CC=C1)C=1OC2=C(S(N1)(=O)=O)C=C(C=C2)C 3-(2-chlorophenyl)-7-methylbenzo[e][1,4,3]oxathiazin-1,1-dioxide